FC(OC=1C=CC(=NC1)C=1C=C2C(=C(C(N(C2=NC1)CCN1CCOCC1)=O)C(=O)OCC)O)F ethyl 6-(5-(difluoromethoxy) pyridin-2-yl)-4-hydroxy-1-(2-morpholinoethyl)-2-oxo-1,2-dihydro-1,8-naphthyridine-3-carboxylate